1,3-propanediaminium C(CC[NH3+])[NH3+]